CC1=NOC(=C1C=1C=C2C(=NC1)C(=C(N2[C@@H](C)C2=NC=CC=C2)C(F)(F)F)C2=CC(=C(C(=O)O)C=C2)OC)C (S)-4-(6-(3,5-dimethylisoxazol-4-yl)-1-(1-(pyridin-2-yl)ethyl)-2-(trifluoromethyl)-1H-pyrrolo[3,2-b]pyridin-3-yl)-2-methoxybenzoic acid